COC=1C=C(C=C(C1)C)NC1=NC=C(C(=N1)NN1C(OC2=C1C=CC=C2C)=O)C (2-(3-methoxy-5-methylphenylamino)-5-methylpyrimidin-4-ylamino)-7-methylbenzo[d]oxazol-2(3H)-one